N-(4-amino-1H-pyrazolo[4,3-c]pyridin-7-yl)-N'-benzyl-N'-[(6-methyl-2-pyridyl)methyl]oxamide NC1=NC=C(C2=C1C=NN2)NC(=O)C(=O)N(CC2=NC(=CC=C2)C)CC2=CC=CC=C2